2-[4-[5-[(1R)-1-[[(S)-tert-Butylsulfinyl]amino]ethyl]-2,3-dimethoxy-phenyl]pyrazol-1-yl]acetic acid Lithium hydroxide monohydrate O.[OH-].[Li+].C(C)(C)(C)[S@](=O)N[C@H](C)C=1C=C(C(=C(C1)C=1C=NN(C1)CC(=O)O)OC)OC